6-(tert-butyl)-4a,9a-dimethyl-8-(4,4,5,5-tetramethyl-1,3,2-dioxaborolan-2-yl)-2,3,4,4a,9,9a-hexahydro-1H-carbazole C(C)(C)(C)C=1C=C2C3(CCCCC3(NC2=C(C1)B1OC(C(O1)(C)C)(C)C)C)C